NCCC=1C=CC(=NC1)C1=C(C=C(C#N)C=C1)OC1=CC(=NC(=C1)N1CC(N(CC1)C)=O)C 4-[5-(2-aminoethyl)pyridin-2-yl]-3-[2-methyl-6-(4-methyl-3-oxopiperazin-1-yl)pyridin-4-yl]oxybenzonitrile